6-[3-(5-chloro-2-methoxypyridine-3-sulfonamido)-2,6-difluorophenyl]-N-(2-methylpropyl)imidazo[1,5-a]pyrazine-1-carboxamide ClC=1C=C(C(=NC1)OC)S(=O)(=O)NC=1C(=C(C(=CC1)F)C=1N=CC=2N(C1)C=NC2C(=O)NCC(C)C)F